C(C)(C)(C)OC(=O)N1CC(C1)=NOC 3-(methoxyimino)azetidine-1-carboxylic acid tert-butyl ester